(2S)-2-(((benzyloxy)carbonyl)amino)-2-(4-methylcyclohexyl)acetic acid C(C1=CC=CC=C1)OC(=O)N[C@H](C(=O)O)C1CCC(CC1)C